n-Heptyl-Resorcinol C(CCCCCC)C1=C(O)C=CC=C1O